5-Amino-N-(3-chloro-4-fluorophenyl)-3-(5-(difluoro(phenylsulfonyl)methyl)-5-hydroxyoctahydropentalen-2-yl)-1-methyl-1H-pyrazole-4-carboxamide NC1=C(C(=NN1C)C1CC2CC(CC2C1)(O)C(S(=O)(=O)C1=CC=CC=C1)(F)F)C(=O)NC1=CC(=C(C=C1)F)Cl